CN1CC(CCC1)COC1=CC=C(C=C1)C=1C=C(C(NC1C(F)(F)F)=O)C(=O)N 5-(4-((1-Methylpiperidin-3-yl)methoxy)phenyl)-2-oxo-6-(trifluoromethyl)-1,2-dihydropyridin-3-carboxamide